CNC=1N=CC(=C2C=C(N=CC12)NC(=O)C1CC1)C1=CC(=NS1)C N-(8-(methylamino)-5-(3-methylisothiazol-5-yl)-2,7-naphthyridin-3-yl)cyclopropanecarboxamide